methyl 2-[3-[tert-butyl (methyl) carbamoyl]-1-(3,5-dichlorophenyl)-7-methoxy-5H-isothiochromeno[4,3-c]pyrazol-8-yl]-6-methoxy-pyridine-4-carboxylate C(C)(C)(C)N(C(=O)C=1C2=C(N(N1)C1=CC(=CC(=C1)Cl)Cl)C=1C=C(C(=CC1CS2)OC)C2=NC(=CC(=C2)C(=O)OC)OC)C